C(C)(C)(C)OC(=O)N(C1=CC(=NC(=N1)C1(SC=C(N1)C(F)(F)F)O)OC1CN(C1)C(=O)OC(C)(C)C)C1CCC(CC1)(F)F tert-butyl 3-((6-((tert-butoxycarbonyl) (4,4-difluorocyclohexyl)amino)-2-(2-hydroxy-4-(trifluoromethyl)-2,3-dihydrothiazol-2-yl)pyrimidin-4-yl)oxy)azetidine-1-carboxylate